FC1=C(C=CC(=C1)F)C1(C(C)O)CO1 3-(2,4-difluorophenyl)-3,4-epoxy-2-butanol